C(C)(C)C1CCC2(NCCC3=C2NC2=CC=CC=C32)CC1 4-isopropyl-2',3',4',9'-tetrahydrospiro[cyclohexane-1,1'-pyrido[3,4-b]indole]